ClC1=NC=CC(=N1)C1=C(N=C(S1)C(C)(C)C)C=1C(=C(C=CC1)NS(=O)(=O)C1=C(C=CC=C1F)F)F N-{3-[5-(2-chloro-4-pyrimidinyl)-2-(1,1-dimethylethyl)-1,3-thiazol-4-yl]-2-fluorophenyl}-2,6-difluorobenzenesulfonamide